C(C)(C)C1=CC=C(C=C1)C1(CCCC1)C(=O)N[C@@H](CCOC1CC(C1)CCC1=NC=2NCCCC2C=C1)C(=O)O N-(1-(4-isopropylphenyl)cyclopentane-1-carbonyl)-O-((1S,3S)-3-(2-(5,6,7,8-tetrahydro-1,8-naphthyridin-2-yl)ethyl)cyclobutyl)-L-homoserine